2-[(1E)-prop-1-en-1-yl]-1H-indene C(=C\C)/C=1CC2=CC=CC=C2C1